ClC1=CC=C(C=C1)N(C1=CC=NC=C1)C1=CC=NC=C1 (4-chloro-phenyl)-bis(4-pyridyl)-amine